(3-(2,6-dimethyloct-7-en-2-yloxy)prop-1-enyl)-4-methoxybenzene CC(C)(CCCC(C=C)C)OCC=CC1=CC=C(C=C1)OC